(1,3-dimethylazetidin-3-yl){4-[6-(trifluoromethyl)pyridin-3-yl]piperidin-1-yl}methanone CN1CC(C1)(C)C(=O)N1CCC(CC1)C=1C=NC(=CC1)C(F)(F)F